COC(=O)C=1SC(=C(C1)C1=NC=C(C=C1F)N1CC(C1)(F)F)C 4-[5-(3,3-difluoroazetidin-1-yl)-3-fluoropyridin-2-yl]-5-methylthiophene-2-carboxylic acid methyl ester